C(C)(C)(C)/C(=C/CCCCN(C(=O)OCCCO[Si](C1=CC=CC=C1)(C1=CC=CC=C1)C(C)(C)C)C)/B1OC(C(O1)(C)C)(C)C 3-((tert-butyldiphenylsilyl)oxy)propan-1-ol Tert-butyl-N-methyl-N-[(E)-6-(4,4,5,5-tetramethyl-1,3,2-dioxaborolan-2-yl)hex-5-enyl]carbamate